N-(4-bromo-2,6-difluorobenzyl)-7-methoxy-3-nitro-1,8-naphthyridine-4-amine BrC1=CC(=C(CNC2=C(C=NC3=NC(=CC=C23)OC)[N+](=O)[O-])C(=C1)F)F